CC(=O)N[C@@H]1[C@H]([C@H]([C@H](O[C@@H]1O[C@H]2[C@H]([C@H](O[C@H]([C@@H]2O)O[C@@H]3[C@H](OC([C@@H]([C@H]3O)O)O)CO)CO)O)CO)O)O The molecule is a linear amino trisaccharide consisting of D-glucose at the reducing end having an N-acetyl-alpha-D-galactosaminyl-(1->3)-beta-D-galactosyl moiety attached at the 4-position. It is an amino trisaccharide and a galactosamine oligosaccharide.